(E)-tert-Butyl 4-((2-(2-cinnamamidophenyl)benzofuran-6-yl)methyl)piperazine-1-carboxylate C(\C=C\C1=CC=CC=C1)(=O)NC1=C(C=CC=C1)C=1OC2=C(C1)C=CC(=C2)CN2CCN(CC2)C(=O)OC(C)(C)C